4-[3-(3-Hydroxyphenyl)prop-2-enoyl]-N,N-dimethylbenzenesulfonamide OC=1C=C(C=CC1)C=CC(=O)C1=CC=C(C=C1)S(=O)(=O)N(C)C